CC(C(=O)O)[C@@H]([C@H](CC=C)C)S(N(CC1=CC=C(C=C1)OC)CC1=CC=C(C=C1)OC)(=O)=O (3R,4S)-METHYL-3-(N,N-BIS(4-METHOXYBENZYL)SULFAMOYL)-4-METHYLHEPT-6-ENOIC ACID